C(C)C1=CC=C(C=C1)C=1NC(=NN1)SCCC(O)C1=CC=CC=C1 3-{[5-(4-ethylphenyl)-4H-1,2,4-triazol-3-yl]sulfanyl}-1-phenylpropan-1-ol